C1(CC1)C1=CC(=CC(=N1)C1=NC2=C(N1)C(=CC(=C2)C=O)C(F)(F)F)C2=C(C=C(C=C2)F)C2=NN=CN2C 2-{6-Cyclopropyl-4-[4-fluoro-2-(4-methyl-1,2,4-triazol-3-yl)phenyl]pyridin-2-yl}-7-(trifluoromethyl)-1H-1,3-benzodiazole-5-carbaldehyde